5-((5-(5-fluoropyridin-2-yl)oxazol-2-yl)amino)pyridinecarbonitrile FC=1C=CC(=NC1)C1=CN=C(O1)NC=1C=CC(=NC1)C#N